NCC(=O)N1CCC(CC1)C#CC1=C(C2=C(N=CN=C2N)N1C(C)C)C1=CC=C(C=C1)OC1=CC=CC=C1 2-amino-1-(4-((4-amino-7-isopropyl-5-(4-phenoxyphenyl)-7H-pyrrolo[2,3-d]pyrimidin-6-yl)ethynyl)piperidin-1-yl)ethanone